(2S,5R)-2-(N-((2-methoxy-2-oxoethyl) sulfonyl) carbamimidoyl)-7-oxo-1,6-diazabicyclo[3.2.1]octan-6-yl hydrogen sulfate S(=O)(=O)(ON1[C@@H]2CC[C@H](N(C1=O)C2)C(NS(=O)(=O)CC(=O)OC)=N)O